3-(3-butyl-7-fluoro-2-methyl-1,1-dioxo-5-phenyl-2,3,4,5-tetrahydro-1lambda6,2,5-benzothiadiazepin-8-yl)benzoic acid C(CCC)C1N(S(C2=C(N(C1)C1=CC=CC=C1)C=C(C(=C2)C=2C=C(C(=O)O)C=CC2)F)(=O)=O)C